(E)-1-(2,4,6-Trihydroxyphenyl)-3-(3,5,6-Trimethylpyrazin-2-yl)-2-propen-1-one OC1=C(C(=CC(=C1)O)O)C(\C=C\C1=NC(=C(N=C1C)C)C)=O